C(C)(=O)OCC1OC(C(C(C1OC(C)=O)OC(C)=O)NC(C)=O)OCCOCCOCCOCCN [5-Acetamido-3,4-diacetyloxy-6-[2-[2-[2-(2-aminoethoxy) ethoxy]ethoxy]ethoxy]oxan-2-yl]methyl acetate